5-Chloro-N-ethyl-4,7-dihydroxy-1-methyl-2-oxo-N-phenyl-1,2-dihydroquinoline-3-carboxamide ClC1=C2C(=C(C(N(C2=CC(=C1)O)C)=O)C(=O)N(C1=CC=CC=C1)CC)O